8-(1-(2,2-difluoroethyl)-1H-pyrazolo[3,4-b]pyrazin-6-yl)-2-((3-(trifluoromethyl)pyridin-2-yl)oxy)-8-azaspiro[4.5]decane FC(CN1N=CC=2C1=NC(=CN2)N2CCC1(CCC(C1)OC1=NC=CC=C1C(F)(F)F)CC2)F